C1(CC1)C(=O)NC1=NC=C(C(=O)N)C(=C1)NC=1C(=C(C=CC1)C1=CC=C(C=C1)P(=O)(C)C)OC 6-(cyclopropanecarboxamido)-4-((4'-(dimethylphosphoryl)-2-methoxy-[1,1'-biphenyl]-3-yl)amino)nicotinamide